3-{4-[5-({1-[(3-fluoro-2-methylphenyl)meth-yl]piperidin-3-yl}meth-yl)-1,2,4-oxadiazol-3-yl]phenyl}-1-phenylurea FC=1C(=C(C=CC1)CN1CC(CCC1)CC1=NC(=NO1)C1=CC=C(C=C1)NC(NC1=CC=CC=C1)=O)C